O=CC[C@H](O)[C@H](O)[C@H](O)C 2,6-dideoxy-D-ribohexose